(2,4,6-trimethylbenzyl)hydrazine CC1=C(CNN)C(=CC(=C1)C)C